CN(C1=CC=C(C=C1)C#CC#CC1=CC=C(C(=O)NCCOC2=C(CC3CC4(CN(C4)C(=O)OC(C(F)(F)F)C(F)(F)F)C3)C=CC=C2)C=C1)C 1,1,1,3,3,3-hexafluoropropan-2-yl 6-(2-(2-(4-((4-(dimethylamino)phenyl)buta-1,3-diyn-1-yl)benzamido)ethoxy)benzyl)-2-azaspiro[3.3]heptane-2-carboxylate